COC1=C(C=C(C=C1)NC1=NC(=CC(=N1)NC)C)N1N=CC=2C=NC=CC21 2-N-(4-methoxy-3-[1H-pyrazolo[4,3-c]pyridin-1-yl]phenyl)-4-N,6-dimethylpyrimidine-2,4-diamine